N-(5-(4-chloro-2-(3-(2-methyl-2,7-diazaspiro[3.5]nonane-7-carbonyl)phenyl)-1H-pyrrolo[2,3-b]pyridin-3-yl)-2-methylphenyl)acrylamide ClC1=C2C(=NC=C1)NC(=C2C=2C=CC(=C(C2)NC(C=C)=O)C)C2=CC(=CC=C2)C(=O)N2CCC1(CN(C1)C)CC2